O1CCN(CC1)CCCCCNC(C1=CC=CC=C1)=O N-(5-morpholinopentyl)benzamide